N1=C(C=CC2=CC=CC=C12)C=1C=NC2=CC=CC=C2C1 3-quinolinylquinoline